NC1=C(C=CC(=C1)CCC1=CC=C(C=C1)C(F)(F)F)NC(CCC1CCCCC1)=O N-(2-amino-4-(4-(trifluoromethyl)phenethyl)phenyl)-3-cyclohexylpropanamide